C(C1=CC=CC=C1)OCC(CCC1=NC2=NC=CC=C2C=C1)(F)F 2-(4-(benzyloxy)-3,3-difluorobutyl)-1,8-naphthyridine